N1CCCCCC1 azepan